3-cyano-2-oxo-2,5,6,7-tetrahydro-1H-cyclopenta[b]pyridine-4-carboxylic acid ethyl ester C(C)OC(=O)C=1C2=C(NC(C1C#N)=O)CCC2